4-oxo-4-(3-pyridyl)-butanamide O=C(CCC(=O)N)C=1C=NC=CC1